COC(=O)C=1C=CC2=C(N(OC2N2C(C(C3=CC=CC=C23)=O)=O)C)C1 3-(2,3-Dioxoindol-1-yl)-1-methyl-1,3-dihydrobenzo[c]isoxazole-6-carboxylic acid methyl ester